FC(CO)(F)C=1C=C(C=CC1)[C@@H](C)NC1=NC(=NC2=C3C(=C(C=C12)C=1C=CC(N(C1)C)=O)NN=C3)C (R)-5-(4-((1-(3-(1,1-difluoro-2-hydroxyethyl)phenyl)ethyl)amino)-2-methyl-7H-pyrazolo[3,4-h]quinazolin-6-yl)-1-methylpyridin-2(1H)-one